C1(C=2C(C(N1C[C@H](C(=O)[O-])[C@@H](C)O)=O)=CC=CC2)=O (2S,3R)-2-(phthalimidomethyl)-3-hydroxy-butyrate